C(#N)C1=NC2=CC=C(C=C2C(=N1)N1CCN(CC1)C(=O)OC(C)(C)C)C=1C=NC(=C(C1)NS(=O)(=O)C1=C(C=C(C=C1)F)F)OC Tert-butyl 4-(2-cyano-6-(5-((2,4-difluorophenyl)sulfonamido)-6-methoxypyridin-3-yl)quinazolin-4-yl)piperazine-1-carboxylate